N1CCCC=C1 1,2,3,4-tetrahydropyridine